FC1=C(C(=C(C(=C1F)F)F)F)CCN 2-(perfluorophenyl)ethylamine